3-(2,4-dichlorophenyl)morpholine ClC1=C(C=CC(=C1)Cl)C1NCCOC1